4-(4-(6-(2-aminopyridin-4-yl)pyrido[3,2-d]pyrimidin-4-yl)piperazin-1-yl)phenol NC1=NC=CC(=C1)C=1C=CC=2N=CN=C(C2N1)N1CCN(CC1)C1=CC=C(C=C1)O